[NH4+].C(C)(C)O monoisopropyl alcohol ammonium